O1CCC(C2=CC=CC=C12)CNC(=O)[C@]1([C@@H](CC[C@H](C1)C)C(C)C)O (1S,2S,5R)-N-(chroman-4-ylmethyl)-1-hydroxy-2-isopropyl-5-methylcyclohexane-1-carboxamide